BrC1=NN(C(=C1)C=C(C)C)C1=CC=C(C=C1)OC(F)(F)F 3-bromo-5-(2-methylprop-1-en-1-yl)-1-(4-(trifluoromethoxy)phenyl)-1H-pyrazole